OC1CCN(CC1)C=1N=CC2=C(N1)SC(=N2)NC(=O)C=2C=NC(=CC2C2=CC(=NC=C2OC)C(F)(F)F)C N-[5-(4-hydroxypiperidin-1-yl)-[1,3]thiazolo[5,4-d]pyrimidin-2-yl]-5'-methoxy-6-methyl-2'-(trifluoromethyl)-[4,4'-bipyridine]-3-carboxamide